amino-3-chloro-6-methylpyridine NC1=NC(=CC=C1Cl)C